COC(C1=CC(=C(C=C1)NC1=CC=CC=C1)N)=O 3-amino-4-(phenylamino)benzoic acid methyl ester